CC=1C2=C(N=C(SC1)NC(C1=CC(=CC=C1)NC(CCOCCOCCNC=1C=C3C(N(C(C3=CC1)=O)C1C(NC(CC1)=O)=O)=O)=O)=O)C=CC=C2C N-(5,6-dimethyl-benzo[d][1,3]thiazepin-2-yl)-3-[(1-{[2-(2,6-dioxo-hexahydropyridin-3-yl)-1,3-dioxo-2,3-dihydro-1H-isoindol-5-yl]amino}-9-oxo-3,6-dioxanon-9-yl)amino]benzamide